ClC=1C=C(C=CC1Cl)C(N1CCN(CC1)CC=1C=C(C=CC1C(F)(F)F)N(CCN(CC)CC)C)C1=CC(=C(C=C1)Cl)Cl N1-(3-[{4-[bis(3,4-dichlorophenyl)methyl]piperazin-1-yl}methyl]-4-(trifluoromethyl)phenyl)-N2,N2-diethyl-N1-methylethan-1,2-diamine